(Difluoromethyl)-2-(2-(methoxymethyl)phenyl)-1-tosylpiperidine FC(F)C1(N(CCCC1)S(=O)(=O)C1=CC=C(C)C=C1)C1=C(C=CC=C1)COC